N-(4-{5-[5-chloro-6-(2-methoxyethoxy)-1H-indazol-3-yl]-1,2-oxazol-3-yl}phenyl)acetamide ClC=1C=C2C(=NNC2=CC1OCCOC)C1=CC(=NO1)C1=CC=C(C=C1)NC(C)=O